2-((4-methoxybenzyl)thio)-1H-benzo[d]imidazole COC1=CC=C(CSC2=NC3=C(N2)C=CC=C3)C=C1